3-(2-propen-1-yloxy)propionic acid C(C=C)OCCC(=O)O